C(C)C1=C(C(=CC=C1)F)N1CCC(CC1)N1C(N(C=2C(C1)=CN(N2)C)CC2=C(C=CC=C2)C(F)(F)F)=O 5-[1-(2-Ethyl-6-fluoro-phenyl)-piperidin-4-yl]-2-methyl-7-(2-trifluoromethyl-benzyl)-2,4,5,7-tetrahydro-pyrazolo[3,4-d]pyrimidin-6-one